[Si](C)(C)(C(C)(C)C)OCC(C)(C)NC1=NC=C(C=N1)CO [2-[[2-[tert-butyl(dimethyl)silyl]oxy-1,1-dimethyl-ethyl]amino]pyrimidin-5-yl]methanol